ClC=1C=C(C=NC1N1CCNCC1)NC(C)=O N-(5-chloro-6-piperazin-1-yl-3-pyridyl)acetamide